methyl 2-(6-oxo-2-thioxo-1,2,5,6-tetrahydropyrimidin-5-yl)acetate O=C1C(C=NC(N1)=S)CC(=O)OC